OC=1NC(=C(N1)C)[N+](=O)[O-] 2-hydroxy-methyl-5-nitroimidazole